CN1C([C@@H](CC1)NC1=NC=2C=CC=CC2C=2N1N=C(N2)C2=CSC(=C2)C)=O (3R)-1-methyl-3-{[2-(5-methylthiophene-3-yl)[1,2,4]triazolo[1,5-c]quinazolin-5-yl]amino}pyrrolidin-2-one